2,2',4,4'-biphenyltetracarboxylic acid chloride C=1(C(=CC(=CC1)C(=O)Cl)C(=O)Cl)C=1C(=CC(=CC1)C(=O)Cl)C(=O)Cl